N-((3,3-difluorocyclobutyl)methyl)-5-(2-(pyridin-4-ylamino)-7H-pyrrolo[2,3-d]pyrimidin-5-yl)pyrazolo[1,5-a]pyridine-3-carboxamide FC1(CC(C1)CNC(=O)C=1C=NN2C1C=C(C=C2)C2=CNC=1N=C(N=CC12)NC1=CC=NC=C1)F